CC=1C=C(C=C(C1Cl)C)O 3,5-dimethyl-4-chloro-phenol